5-methoxy-N-phenethyl-1H-benzo[d]imidazole-1-carboxamide COC1=CC2=C(N(C=N2)C(=O)NCCC2=CC=CC=C2)C=C1